propanyl (2-chloroethyl) sulfate S(=O)(=O)(OCCC)OCCCl